(5S)-5-(((1-(6-(3-bromo-2-chlorophenyl)-2-methoxypyridin-3-yl)ethyl)amino)methyl)pyrrolidin-2-one BrC=1C(=C(C=CC1)C1=CC=C(C(=N1)OC)C(C)NC[C@@H]1CCC(N1)=O)Cl